2-[[1-[(2,4-difluorophenyl)methyl]piperidin-4-yl]methyl]-6-(2,4-dimethyl-1,3-thiazol-5-yl)pyridazin-3-one FC1=C(C=CC(=C1)F)CN1CCC(CC1)CN1N=C(C=CC1=O)C1=C(N=C(S1)C)C